C1(CCCCC1)[C@@H]1[C@@H](C=2C=CC(=CC2CC1)O)C1=CC(=C(C=C1)N1CCC(CC1)C(OC)OC)F |r| racemic-(5R,6R)-6-cyclohexyl-5-(4-(4-(dimethoxymethyl)piperidin-1-yl)-3-fluorophenyl)-5,6,7,8-tetrahydronaphthalen-2-ol